C(C1=CC=CC=C1)OC=1C(=CC2=C(C(=C(O2)C)C(=O)O)C1)C 5-(benzyloxy)-2,6-dimethylbenzofuran-3-carboxylic acid